C1(CCC1)NC=1C=C(C(=O)NC[C@@H](O)C2N=CC3=CC(=CC=C3C2)O)C(=CN1)F 3-((R)-2-(2-(cyclobutylamino)-5-fluoroisonicotinamido)-1-hydroxyethyl)-7-hydroxy-3,4-dihydroisoquinoline